(6R,9S)-3-Fluoro-6,7,8,9-tetrahydro-5H-6,9-epiminocyclohepta[b]pyridine FC=1C=C2C(=NC1)[C@@H]1CC[C@H](C2)N1